C(#N)C1(CC1)NS(=O)(=O)C=1C=C(C=2N(C1)C(=NC2)C=2SC(=NN2)C(F)(F)F)N2CCN(CC2)C(=O)C2(CC2)O N-(1-cyanocyclopropyl)-8-(4-(1-hydroxycyclopropane-1-carbonyl)piperazin-1-yl)-3-(5-(trifluoromethyl)-1,3,4-thiadiazol-2-yl)imidazo[1,5-a]pyridine-6-sulfonamide